ClC=1C=C2CC(O[C@H](C2=CC1)[C@H]1O[C@H]([C@H]2[C@@H]1OC(O2)(C)C)N2C=CC1=C2N=CN=C1N)O (1R)-6-chloro-1-[(3aR,4R,6R,6aR)-4-(4-aminopyrrolo[2,3-d]pyrimidin-7-yl)-2,2-dimethyl-3a,4,6,6a-tetrahydrofuro[3,4-d][1,3]dioxol-6-yl]isochroman-3-ol